C(CCCCCC(C)(C)C)(=O)OOC(C)(C)CC t-amyl peroxyneodecanoate